C(C)(=O)C1=CC=C(C=C1)C=1C(=CC2=C(CN3[C@@H](O2)[C@@H](OC3=O)CN)C1F)F (3S,3aS)-7-(4-acetylphenyl)-3-(aminomethyl)-6,8-difluoro-3,3a-dihydro-1H,9H-benzo[e]oxazolo[4,3-b][1,3]oxazin-1-one